3-[(3-chloro-2-methoxyphenyl)amino]-2-(3-{2-[(2R)-1-[(2E)-4-(dimethylamino)but-2-enoyl]-2-methylpyrrolidin-2-yl]ethynyl}pyridin-4-yl)-1H,5H,6H,7H-pyrrolo[3,2-c]pyridin-4-one ClC=1C(=C(C=CC1)NC1=C(NC2=C1C(NCC2)=O)C2=C(C=NC=C2)C#C[C@@]2(N(CCC2)C(\C=C\CN(C)C)=O)C)OC